BrC=1C=C(C=C(C1OC)F)[C@H](CO)C |r| racemic-2-(3-bromo-5-fluoro-4-methoxyphenyl)propan-1-ol